C(C)(C)(C)NC1=NC(=NC(=N1)NC1CC1)SC 2-(tert-butylamino)-4-(cyclopropylamino)-6-(methylthio)-1,3,5-triazine